N-(4-cyanophenyl)-6-fluoro-N-methyl-1H-indole-2-carboxamide C(#N)C1=CC=C(C=C1)N(C(=O)C=1NC2=CC(=CC=C2C1)F)C